CN(C(OC1=C(C=CC2=C1C[C@H]1CCCN([C@@H]1C2)CCC)OC(N(C)C)=O)=O)C (4aR,10aR)-1-propyl-1,2,3,4,4a,5,10,10a-octahydrobenzo[g]quinoline-6,7-diyl bis(dimethylcarbamate)